Cl.CN(C)CC=1C=C2CCNCC2=C(C1)N[C@H]1COCC1 (R)-6-((dimethylamino)methyl)-N-(tetrahydrofuran-3-yl)-1,2,3,4-tetrahydroisoquinolin-8-amine hydrochloride